pyridine-2,5-dicarboxylate oxide [N+]=1(C(=CC=C(C1)C(=O)[O-])C(=O)[O-])[O-]